3-[4,7-difluoro-2-(4-fluorophenyl)-1H-indol-3-yl]propanoic acid FC1=C2C(=C(NC2=C(C=C1)F)C1=CC=C(C=C1)F)CCC(=O)O